dicyclohexyl-[2,6-di(propan-2-yloxy)phenyl]phosphane methyl-(E)-3-(3-(N-((2-fluoro-4-(1-methyl-1H-indazol-5-yl)phenyl)methyl-d)benzamido)phenyl)acrylate COC(\C=C\C1=CC(=CC=C1)N(C(C1=CC=CC=C1)=O)C([2H])C1=C(C=C(C=C1)C=1C=C2C=NN(C2=CC1)C)F)=O.C1(CCCCC1)P(C1=C(C=CC=C1OC(C)C)OC(C)C)C1CCCCC1